4-(4-(3-(6-(4-isopropyl-4H-1,2,4-triazol-3-yl)pyridin-2-yl)-2-oxoimidazolidin-1-yl)phenyl)-1-methylpiperazin-2-one C(C)(C)N1C(=NN=C1)C1=CC=CC(=N1)N1C(N(CC1)C1=CC=C(C=C1)N1CC(N(CC1)C)=O)=O